N1=CC=C2N1C=CC(=C2)C2=CNC=1N=C(N=CC12)C=1C=C2C=CC=NC2=CC1 6-(5-(pyrazolo[1,5-a]pyridin-5-yl)-7H-pyrrolo[2,3-d]pyrimidin-2-yl)quinoline